3-(6-chloro-5-cyclopropyl-1-oxoisoindolin-2-yl)piperidine-2,6-dione ClC1=C(C=C2CN(C(C2=C1)=O)C1C(NC(CC1)=O)=O)C1CC1